5-methoxymethyl-1-(m-methoxybenzyl)-2-formylpyrrole COCC1=CC=C(N1CC1=CC(=CC=C1)OC)C=O